(3R)-1-(7-(5-chloro-6-methyl-1H-indazol-4-yl)-8-fluoro-2-(((4aS)-1-methyloctahydro-4aH-cyclopenta[b]pyridin-4a-yl)methoxy)pyrido[4,3-d]pyrimidin-4-yl)-3-methylpiperidin-3-ol ClC=1C(=C2C=NNC2=CC1C)C1=C(C=2N=C(N=C(C2C=N1)N1C[C@@](CCC1)(O)C)OC[C@]12C(N(CCC1)C)CCC2)F